3-[3-(2-chloro-6-methyl-4-pyridinyl)-5-[[(1R)-2-hydroxy-1,2-dimethyl-propyl]amino]pyrazolo[1,5-a]pyrimidin-2-yl]benzonitrile ClC1=NC(=CC(=C1)C=1C(=NN2C1N=C(C=C2)N[C@@H](C(C)(C)O)C)C=2C=C(C#N)C=CC2)C